C(#C)C1=CC=C(C=C1)[C@H](C)NC(=O)[C@H]1N(C[C@@H](C1)O)C([C@H](C(C)(C)O)NC(OC1=CC=CC=C1)=O)=O Phenyl ((S)-1-((2S,4R)-2-(((S)-1-(4-ethynylphenyl)ethyl)carbamoyl)-4-hydroxypyrrolidin-1-yl)-3-hydroxy-3-methyl-1-oxobutan-2-yl)carbamate